[N+](=O)([O-])[O-].[Zn+2].C(CCC)N1C(=NC(=C1C)C)C.[N+](=O)([O-])[O-] 1-butyl-trimethylimidazole zinc nitrate